[4-(trifluoromethyl)phenyl]methanesulfonyl chloride FC(C1=CC=C(C=C1)CS(=O)(=O)Cl)(F)F